2-N-butyryl-6-O-(N-(L-glycyl)-L-valinyl)-D-glucosamine hydrochloride Cl.C(CCC)(=O)N[C@H]1C(O)O[C@@H]([C@H]([C@@H]1O)O)COC([C@@H](NC(CN)=O)C(C)C)=O